(2S)-2-(6-{5-chloro-2-[(oxan-4-yl)amino]pyrimidin-4-yl}-1-oxo-2,3-dihydro-1H-isoindol-2-yl)-N-[(1S)-2-hydroxy-1-phenylethyl]propanamide ClC=1C(=NC(=NC1)NC1CCOCC1)C1=CC=C2CN(C(C2=C1)=O)[C@H](C(=O)N[C@H](CO)C1=CC=CC=C1)C